OC1=C(C(=O)C2=CC=C(C=C2)OC(C)(C)C)C=CC=C1OC(C)C 2-hydroxy-isopropoxy-4'-tert-butoxybenzophenone